N-(1-(4-(2-(thiazol-2-yl)-4-(trifluoromethyl)phenoxy)piperidine-1-carbonyl)-1H-pyrazol-3-yl)methanesulfonamide S1C(=NC=C1)C1=C(OC2CCN(CC2)C(=O)N2N=C(C=C2)NS(=O)(=O)C)C=CC(=C1)C(F)(F)F